tert-butyl N-{6-[2-(4,5-dimethyl-1,3-oxazol-2-yl)-1-hydroxy-2-methylpropyl]pyridin-3-yl}carbamate CC=1N=C(OC1C)C(C(O)C1=CC=C(C=N1)NC(OC(C)(C)C)=O)(C)C